OC=1C(=C2C(=CC(=CC2=C(C1C)C)C(=O)O)C)C 6-hydroxy-4,5,7,8-tetramethyl-2-naphthoic acid